2-[2-({[2-(2,6-dioxopiperidin-3-yl)-1,3-dioxo-2,3-dihydro-1H-isoindol-4-yl]oxy}methyl) pyrrolidin-1-yl]ethyl methanesulfonate CS(=O)(=O)OCCN1C(CCC1)COC1=C2C(N(C(C2=CC=C1)=O)C1C(NC(CC1)=O)=O)=O